CC1=CC=C(C=C1)S(=O)(=O)C(CC(CC)=O)Cl p-toluenesulfonyl-chloropropione